C(C1=CC=CC=C1)N1C(C(C=2C1=C(N=NC2Cl)Cl)(C)C)=O 1-benzyl-4,7-dichloro-3,3-dimethyl-1,3-dihydro-2H-pyrrolo[2,3-d]pyridazin-2-one